5-tert-butyl-2-(cyclobutoxy)benzenesulfonyl chloride C(C)(C)(C)C=1C=CC(=C(C1)S(=O)(=O)Cl)OC1CCC1